5-(Phenylamino)-1,3-dioxan C1(=CC=CC=C1)NC1COCOC1